C(=O)O.BrC1(C(C(=CC(=C1)F)C)C(F)(F)F)CS(=O)(=O)N 1-bromo-5-fluoro-3-methyl-2-(trifluoromethyl)benzenemethanesulfonamide formate salt